ethyl 5-hydroxy-2-methyl-1-phenyl-1H-indole-3-carboxylate OC=1C=C2C(=C(N(C2=CC1)C1=CC=CC=C1)C)C(=O)OCC